2-((2-ethyl-4-fluorophenyl)-amino)-N-(6-methoxy-2-methylpyridin-3-yl)-5-(trifluoromethyl)-benzamide C(C)C1=C(C=CC(=C1)F)NC1=C(C(=O)NC=2C(=NC(=CC2)OC)C)C=C(C=C1)C(F)(F)F